OC1=C(C=C(C=C1)F)C(CC1N(CCCC1)C)C1=CC=CC=C1 2-[2-(2-hydroxy-5-fluorophenyl)-2-phenyl-ethyl]-N-methylpiperidine